C(C(C)C)(=O)N[C@H](C(=O)N1C(C2C(C2C1)(C)C)C(=O)[O-])C(C)(C)C 3-((S)-2-isobutyramido-3,3-dimethylbutanoyl)-6,6-dimethyl-3-azabicyclo[3.1.0]hexane-2-carboxylate